uranyl thioalcohol S(O)O.[U+2](=O)=O